ClC=1C(=C(CN2CCC(CC2)(C(=O)O)CC2=NC(=CC(=C2F)C2CN(C2)C)NC2=NNC(=C2)C)C=CC1)F 1-(3-chloro-2-fluorobenzyl)-4-((3-fluoro-6-((5-methyl-1H-pyrazol-3-yl)amino)-4-(1-methylazetidin-3-yl)pyridin-2-yl)methyl)piperidine-4-carboxylic acid